2-(4-(5-chloro-2-(1H-tetrazol-1-yl)phenyl)-2,5-dioxopiperazin-1-yl)-N-(6-cyanopyridin-3-yl)-3-phenylpropanamide ClC=1C=CC(=C(C1)N1CC(N(CC1=O)C(C(=O)NC=1C=NC(=CC1)C#N)CC1=CC=CC=C1)=O)N1N=NN=C1